N-(4-(1H-1,2,3-triazol-1-yl)benzyl)-2-(4-cyclopropyl-6-methoxypyrimidin-5-yl)-7H-purin-6-amine N1(N=NC=C1)C1=CC=C(CNC2=C3NC=NC3=NC(=N2)C=2C(=NC=NC2OC)C2CC2)C=C1